4-(1,3-dimethyl-1H-pyrazol-4-yl)-2-[(3R)-3-methylmorpholin-4-yl]-8-(1H-pyrazol-5-yl)-1,7-naphthyridine CN1N=C(C(=C1)C1=CC(=NC2=C(N=CC=C12)C1=CC=NN1)N1[C@@H](COCC1)C)C